3-(8,8-difluoro-7-hydroxybicyclo[4.2.0]oct-1,3,5-triene-2-enyloxy)-5-chlorobenzamide FC1(C(C2=CC(=C=C=C12)OC=1C=C(C(=O)N)C=C(C1)Cl)O)F